2-(aminoxy)ethanolate O(N)CC[O-]